Fmoc-O-tertiary butyl-L-tyrosine C(=O)(OCC1C2=CC=CC=C2C2=CC=CC=C12)N[C@@H](CC1=CC=C(C=C1)OC(C)(C)C)C(=O)O